CN(C1CN(CC1)C1=NC=C(C(=N1)OCC)C(=O)O)C 2-(3-(dimethylamino)pyrrolidin-1-yl)-4-ethoxypyrimidine-5-carboxylic acid